ethyl {6-chloro-4-[(trans-4-hydroxycyclohexyl)(methyl)amino]-1H-imidazo[4,5-c]pyridin-2-yl}acetate ClC1=CC2=C(C(=N1)N(C)[C@@H]1CC[C@H](CC1)O)N=C(N2)CC(=O)OCC